NC1=C(C(=NN1C1CCN(CC1)C)C1=C2C=CNC2=C(C=C1)CNC(C1=C(C=CC(=C1)F)OC)=O)C(=O)N 5-amino-3-(7-((5-fluoro-2-methoxybenzamido)methyl)-1H-indol-4-yl)-1-(1-methylpiperidin-4-yl)-1H-pyrazole-4-carboxamide